OC=1C=C(C=CC1)C(C1=CC(=C(C(=C1)C)O)C)C1=CC(=C(C(=C1)C)O)C 4,4'-[(3-hydroxyphenyl)methylene]bis[2,6-dimethylphenol]